FC1(CC(C1)C(C)O)F 1-(3,3-difluorocyclobutyl)ethan-1-ol